6-bromo-3-[5-(difluoromethoxy)-3-pyridyl]-1H-thieno[3,2-d]pyrimidine-2,4-dione BrC1=CC=2NC(N(C(C2S1)=O)C=1C=NC=C(C1)OC(F)F)=O